2-(8-(5-(trifluoromethyl)pyrimidin-2-yl)-2,8-diazaspiro(4.5)decan-2-yl)acetic acid FC(C=1C=NC(=NC1)N1CCC2(CCN(C2)CC(=O)O)CC1)(F)F